C(C1=CC=CC=C1)OC(=O)N[C@H](C(=O)O)CCCCNC(COCCOCCNC(CC[C@@H](C(=O)OC(C)(C)C)NC(CCCCCCCCCCCCCCCCC(=O)OC(C)(C)C)=O)=O)=O (2S)-2-(benzyloxycarbonylamino)-6-[[2-[2-[2-[[(4S)-5-tert-butoxy-4-[(18-tert-butoxy-18-oxo-octadecanoyl)amino]-5-oxo-pentanoyl]amino]ethoxy]ethoxy]acetyl]amino]hexanoic acid